C(C1=CC=CC=C1)(C1=CC=CC=C1)N1C(C2(NC3=CC=CC=C3C3=C2C2=CC=CC=C2N3CC3=CC=CC=C3)C3=CC=CC=C13)=O (+)-1-Benzhydryl-11'-benzyl-5',11'-dihydrospiro[indoline-3,6'-indolo[3,2-c]quinolin]-2-one